tert-butyl (S or R)-2-(4-(bicyclo[1.1.1]pentan-1-yl)phenyl)-2,3,4,5a,6,7,8,9-octahydro-5H-1,2,5,7-tetraazabenzo[cd]azulene-5-carboxylate C12(CC(C1)C2)C2=CC=C(C=C2)N2N=C1CCNC[C@@H]3C1=C2CCN3C(=O)OC(C)(C)C |o1:18|